OC1=C(C2=C(N(C(=N2)CCC(=O)N2CCOCC2)C)C=C1)C=O 5-hydroxy-1-methyl-2-(3-morpholino-3-oxopropyl)-1H-benzo[d]Imidazole-4-carbaldehyde